OCCN(CCNC1=NC(=NC(=N1)NCCCN(CCC(=O)OCCCCCCCCCCCC)CCC(=O)OCCCCCCCCCCCC)NCCCN(CCC(=O)OCCCCCCCCCCCC)CCC(=O)OCCCCCCCCCCCC)C tetradodecyl 3,3',3'',3'''-((((6-((2-((2-hydroxyethyl)(methyl)amino)ethyl)amino)-1,3,5-triazine-2,4-diyl)bis(azanediyl))bis(propane-3,1-diyl))bis(azanetriyl))tetrapropionate